N1C=NC2=C1C=CC(=C2)N2C([C@@H]([C@@H]2C2=C(C=C(C=C2F)C=2C=NN(C2)C)F)O)=O (3R,4S)-1-(1H-benzo[d]imidazol-5-yl)-4-(2,6-difluoro-4-(1-methyl-1H-pyrazol-4-yl)phenyl)-3-hydroxyazetidin-2-one